(S)-2-(methylamino)pentanoic acid hydrochloride Cl.CN[C@H](C(=O)O)CCC